FC=1C=CC(=NC1)OC1=C(C=C(C=C1)NC(=O)C1C2(CC1(C2)OC)C(=O)N)C ((4-((5-fluoropyridin-2-yl)oxy)-3-methylphenyl)carbamoyl)-3-methoxybicyclo[1.1.1]pentane-1-carboxamide